IC=1C=C(CN2C=CC3=CC(=CC=C23)C(C(=O)N)=C)C=CC1 (1-(3-iodobenzyl)-1H-indol-5-yl)acrylamide